Octadecenamine C(=CCCCCCCCCCCCCCCCC)N